2-[4-[3-(2,4-dioxohexahydropyrimidin-1-yl)-5-fluoro-1-methyl-indazol-6-yl]piperazin-1-yl]acetic acid O=C1N(CCC(N1)=O)C1=NN(C2=CC(=C(C=C12)F)N1CCN(CC1)CC(=O)O)C